4-methylbenzyl bromide CC1=CC=C(CBr)C=C1